N-(2-chloro-5-(4-((1-(3-fluorophenyl)ethyl)amino)quinazolin-6-yl)pyridin-3-yl)methanesulfonamide ClC1=NC=C(C=C1NS(=O)(=O)C)C=1C=C2C(=NC=NC2=CC1)NC(C)C1=CC(=CC=C1)F